o-aminobenzyl alcohol NC1=C(CO)C=CC=C1